(1-(1-(tert-butoxycarbonyl)piperidin-4-yl)-5-methyl-1H-pyrazol-4-yl)boronic acid C(C)(C)(C)OC(=O)N1CCC(CC1)N1N=CC(=C1C)B(O)O